8-((2s,5r)-5-ethyl-4-((4-fluorophenyl)(2-methylpyrimidin-4-yl)methyl)-2-methylpiperazin-1-yl)-5-methyl-6-oxo-5,6-dihydro-1,5-naphthyridine-2-carbonitrile C(C)[C@H]1N(C[C@@H](N(C1)C1=CC(N(C=2C=CC(=NC12)C#N)C)=O)C)C(C1=NC(=NC=C1)C)C1=CC=C(C=C1)F